3-(3-chloro-4-fluorophenyl)-1-(4-methoxyphenyl)-1-((1,4,5,6-tetrahydrocyclopenta[c]pyrazol-3-yl)methyl)urea ClC=1C=C(C=CC1F)NC(N(CC=1C2=C(NN1)CCC2)C2=CC=C(C=C2)OC)=O